2,6-bis(2,4-diethyloxyphenyl)-4-(4-bis(4-hexyloxyphenyl)aminophenyl)pyridine C(C)OC1=C(C=CC(=C1)OCC)C1=NC(=CC(=C1)C1=CC=C(C=C1)N(C1=CC=C(C=C1)OCCCCCC)C1=CC=C(C=C1)OCCCCCC)C1=C(C=C(C=C1)OCC)OCC